(S)-2-((R)-1-(pyridin-2-yl)pyrrolidine-2-carboxamido)-9-(5,6,7,8-tetrahydro-1,8-naphthyridin-2-yl)nonanoic acid N1=C(C=CC=C1)N1[C@H](CCC1)C(=O)N[C@H](C(=O)O)CCCCCCCC1=NC=2NCCCC2C=C1